(S)-4-((6-(2-amino-4-(methylthio)butanoyl)-2-((4-cyanophenyl)amino)-5,6,7,8-tetrahydropyrido[4,3-d]pyrimidine-4-yl)oxy)-3,5-dimethylbenzonitrile N[C@H](C(=O)N1CC2=C(N=C(N=C2OC2=C(C=C(C#N)C=C2C)C)NC2=CC=C(C=C2)C#N)CC1)CCSC